S1C=NC2=C1C=CC(=C2)C2=CC[C@@H](CN2C(=O)OC(C)(C)C)C tert-butyl (S)-6-(benzo[d]thiazol-5-yl)-3-methyl-3,4-dihydropyridine-1(2H)-carboxylate